3-(5-fluoro-2-methylbenzylidene)-6-nitroisobenzofuran-1(3H)-one FC=1C=CC(=C(C=C2OC(C3=CC(=CC=C23)[N+](=O)[O-])=O)C1)C